11H-dibenzo[b,e][1,4]dioxepine-8,11(5aH)-dione C1=CC=CC=2OC3C(OC(C21)=O)=CC(C=C3)=O